FC(C1=NN(C(=C1)C(F)F)CC(=O)N1CCC(CC1)C=1SC=C(N1)C1=NOC(C1)C1=C(C=CC=C1)OCC#C)F 2-[3,5-bis(difluoromethyl)-1H-pyrazol-1-yl]-1-[4-(4-{5-[2-(prop-2-yn-1-yloxy)phenyl]-4,5-dihydro-1,2-oxazol-3-yl}-1,3-thiazol-2-yl)-piperidin-1-yl]ethanone